1-((1R,4R)-4-(Hydroxymethyl)cyclohexyl)-3-(trifluoromethoxy)-1H-pyrazol-4-ylpyrazolo[1,5-a]pyrimidine-3-carboxamide OCC1CCC(CC1)N1N=C(C(=C1)C1=NN2C(N=CC=C2)=C1C(=O)N)OC(F)(F)F